ClC1=C(C=C(C(=O)N)C=C1OCCCO[Si](C(C)C)(C(C)C)C(C)C)[N+](=O)[O-] 4-chloro-3-nitro-5-(3-{[tris(propan-2-yl)silyl]oxy}propoxy)benzamide